butyl (6-bromohexyl)carbamate BrCCCCCCNC(OCCCC)=O